(R)-4-ethoxy-N-(7-methoxy-2-methyl-2H-indazol-5-yl)-2-(3-(methylamino)pyrrolidin-1-yl)pyrimidine-5-carboxamide C(C)OC1=NC(=NC=C1C(=O)NC1=CC2=CN(N=C2C(=C1)OC)C)N1C[C@@H](CC1)NC